C1=CC=CC=C1 trans-benzene